methylene-3-(3',5'-di-t-butyl-4-hydroxyphenyl)propionate C=C(C(=O)[O-])CC1=CC(=C(C(=C1)C(C)(C)C)O)C(C)(C)C